BrC1=NC=CC2=C1OC(=N2)C=2C(=NC=NC2OC)C2CC2 4-bromo-2-(4-cyclopropyl-6-methoxypyrimidin-5-yl)oxazolo[5,4-c]pyridine